FC1=CC=C(OC2=CC(=CC(=N2)COC2CN(C2)C(=O)N2C[C@@H]3[C@@H](OCC(N3)=O)CC2)C(F)(F)F)C=C1 (4aR,8aS)-6-[3-[[6-(4-Fluorophenoxy)-4-(trifluoromethyl)-2-pyridyl]methoxy]azetidine-1-carbonyl]-4,4a,5,7,8,8a-hexahydropyrido[4,3-b][1,4]oxazin-3-one